ClC1=C(C=CC(=C1)Cl)[C@@H](C)N1N=C(C=2C1=NC(=CN2)N2CC(C2)[C@@H]2CN(CCC2)CCNC(OC)=O)C Methyl (2-((R)-3-(1-(1-((R)-1-(2,4-dichlorophenyl)ethyl)-3-methyl-1H-pyrazolo[3,4-b]pyrazin-6-yl)azetidin-3-yl)piperidin-1-yl)ethyl)carbamate